1-(4-(cyanomethyl)benzyl)-5-cyclopropyl-1H-pyrazole-4-carboxamide C(#N)CC1=CC=C(CN2N=CC(=C2C2CC2)C(=O)N)C=C1